FC(N1N=C(C(=C1)F)S(=O)(N)=NC(NC1=C2C(=NC3=C1CCC3)C3(CC2)CC3)=O)F 1-(Difluoromethyl)-4-fluoro-N'-((1',5',6',7'-tetrahydro-2'H-spiro[cyclopropane-1,3'-dicyclopenta[b,e]pyridin]-8'-yl)carbamoyl)-1H-pyrazole-3-sulfonimidamide